5-[1-(2-Fluoro-6-methyl-phenyl)-piperidin-4-yl]-2-((R)-2-hydroxy-3-methoxy-propyl)-7-(2-trifluoromethyl-benzyl)-2,4,5,7-tetrahydro-pyrazolo[3,4-d]pyrimidin-6-on FC1=C(C(=CC=C1)C)N1CCC(CC1)N1C(N(C=2C(C1)=CN(N2)C[C@H](COC)O)CC2=C(C=CC=C2)C(F)(F)F)=O